C1(CC1)C1(C2(CC1(C2)C2=CC=CC=C2)O)C 2-cyclopropyl-2-methyl-3-phenylbicyclo[1.1.1]pentan-1-ol